(8aR,10S)-5-Methyl-10-((2-oxo-1,2,3,4-tetrahydro-1,6-naphthyridin-7-yl)oxy)-3,4,8a,9,10,11-hexahydro-2H,8H,13H-chromeno[8,7-f]pyrrolo[2,1-c][1,4]oxazepin-13-one CC1=C2CCCOC2=C2C(N3[C@@H](COC2=C1)C[C@@H](C3)OC3=NC=C1CCC(NC1=C3)=O)=O